BrC1=CC=2N(C=C1)C(NN2)=O 7-bromo-1,2,4-triazolo[4,3-a]pyridin-3(2H)-one